CC1=C(OC=2C(=CC(N(C2)C)=O)C=2C3=C(C(N(C2)C)=O)NC(=C3)C3=C(C#N)C=CC=C3)C(=CC=C1)C 2-{4-[5-(2,6-dimethylphenoxy)-1-methyl-2-oxopyridin-4-yl]-6-methyl-7-oxo-1H-pyrrolo[2,3-c]pyridin-2-yl}benzonitrile